2-chloro-4-methyl-benzenesulfonylchloride ClC1=C(C=CC(=C1)C)S(=O)(=O)Cl